7-[(1S,2S)-2-[6-(2,4-dimethoxypyrimidin-5-yl)imidazo[1,2-b]pyridazin-8-yl]cyclopropyl]-5-(trifluoromethyl)quinoline COC1=NC=C(C(=N1)OC)C=1C=C(C=2N(N1)C=CN2)[C@@H]2[C@H](C2)C2=CC(=C1C=CC=NC1=C2)C(F)(F)F